C(C1=CC=CC=C1)OC1=C(C(=CC(=C1)[N+](=O)[O-])F)N1C2CCCC1CC2 8-(2-(benzyloxy)-6-fluoro-4-nitrophenyl)-8-azabicyclo[3.2.1]octane